rac-5-{2-[(2R,5S)-2-(4-Chloro-3-fluorophenyl)-5-methylpiperidin-1-yl]-2-oxoacetamido}pyridine-3-carboxamide ClC1=C(C=C(C=C1)[C@@H]1N(C[C@H](CC1)C)C(C(=O)NC=1C=C(C=NC1)C(=O)N)=O)F |r|